Cl.C[C@H]1C[C@@H](CN1)O (3S,5S)-5-methylpyrrolidin-3-ol hydrochloride